ClC=1C=C(C=CC2=NC=3N(C(N(C)C(C3N2C)=O)=O)C)C=CC1 8-(3-chlorostyryl)-caffeine